(R)-2-((4-methoxy-3-methylpyridin-2-yl)methylsulfinyl)-1H-benzimidazole COC1=C(C(=NC=C1)C[S@@](=O)C1=NC2=C(N1)C=CC=C2)C